4,6-dichloro-2-aminopyridine ClC1=CC(=NC(=C1)Cl)N